4-({4-[(1R,5S)-8-{[(1S)-2,2-difluorocyclopropyl]carbonyl}-3,8-diazabicyclo[3.2.1]oct-3-yl]pyrimidin-2-yl}amino)-N,6-dimethylpyridine-2-carboxamide FC1([C@@H](C1)C(=O)N1[C@H]2CN(C[C@@H]1CC2)C2=NC(=NC=C2)NC2=CC(=NC(=C2)C)C(=O)NC)F